5-(3-(2,4-Difluoro-3-hydroxy-5-(trifluoromethyl)phenyl)-1-methyl-1H-pyrazolo[4,3-c]pyridin-6-yl)-8-thia-5-azaspiro[3.5]nonane 8,8-dioxide FC1=C(C=C(C(=C1O)F)C(F)(F)F)C1=NN(C2=C1C=NC(=C2)N2C1(CCC1)CS(CC2)(=O)=O)C